CS(=O)(=O)N1C2(CCC(C1)CC2)C2=NC(=NO2)CCC2=CC=CC=C2 5-((1s,4s)-2-(methylsulfonyl)-2-azabicyclo[2.2.2]oct-1-yl)-3-phenethyl-1,2,4-oxadiazole